NC=1C2=CC=CC=C2C=2C=CC=CC2C1C#C[Si](C(C)C)(C(C)C)C(C)C 9-amino-10-(triisopropylsilylethynyl)phenanthrene